C(#N)C=1C=NN2C1C(=CC(=C2)C=2C=NN(C2)C)B(O)O 3-cyano-6-(1-methyl-1H-pyrazol-4-yl)pyrazolo[1,5-a]pyridin-4-ylboronic acid